C(C)C=1C(=NN2C1OC(CC2)CN(C)C)C2=C(C=CC=C2)F Ethyl-5-[(dimethylamino)methyl]-2-(2-fluorophenyl)-6,7-dihydro-5H-pyrazolo[5,1-b][1,3]oxazine